(5-(2,2-difluoro-1,3-benzodioxol-5-yl)-2-(difluoromethoxy methyl)-1-piperidinyl) benzoate C(C1=CC=CC=C1)(=O)ON1C(CCC(C1)C1=CC2=C(OC(O2)(F)F)C=C1)COC(F)F